4,5-dichloro-6-methylpyrimidin-2-amine ClC1=NC(=NC(=C1Cl)C)N